9'-(2,5,6-tri(9H-carbazol-9-yl)-4-(3,5-dimethylphenyl)pyridin-3-yl)-9'H-9,3':6',9''-tercarbazole C1=CC=CC=2C3=CC=CC=C3N(C12)C1=NC(=C(C(=C1N1C2=CC=C(C=C2C=2C=C(C=CC12)N1C2=CC=CC=C2C=2C=CC=CC12)N1C2=CC=CC=C2C=2C=CC=CC12)C1=CC(=CC(=C1)C)C)N1C2=CC=CC=C2C=2C=CC=CC12)N1C2=CC=CC=C2C=2C=CC=CC12